6-((S)-1-(2-((S)-3-aminopiperidin-1-yl)-1H-benzo[d]imidazol-1-yl)propyl)nicotinonitrile hydrochloride Cl.N[C@@H]1CN(CCC1)C1=NC2=C(N1[C@@H](CC)C1=NC=C(C#N)C=C1)C=CC=C2